7-fluoro-1'-methyl-5-(4,4,5,5-tetramethyl-1,3,2-dioxaborolan-2-yl)-3H-spiro[benzofuran-2,4'-piperidine] FC1=CC(=CC=2CC3(CCN(CC3)C)OC21)B2OC(C(O2)(C)C)(C)C